ethyl 8-bromo-4-chloro-5H-pyrido[3,2-b]indole-3-carboxylate hydrochloride Cl.BrC1=CC=2C3=C(NC2C=C1)C(=C(C=N3)C(=O)OCC)Cl